4-(3-amino-1H-indazol-5-yl)-N-(3-phenylpropyl)-1H-pyrrolo[2,3-b]pyridine-2-carboxamide NC1=NNC2=CC=C(C=C12)C1=C2C(=NC=C1)NC(=C2)C(=O)NCCCC2=CC=CC=C2